3',5'-difluoro-4'-((4-methoxybenzo[d]thiazol-2-yl)carbamoyl)-[1,1'-biphenyl]-3-carboxylic acid FC=1C=C(C=C(C1C(NC=1SC2=C(N1)C(=CC=C2)OC)=O)F)C2=CC(=CC=C2)C(=O)O